O=C1NC(CCC1N1C(C2=CC3=C(C=C2C1=O)CN(CCC3)C(=O)OC(C)(C)C)=O)=O tert-butyl 2-(2,6-dioxopiperidin-3-yl)-1,3-dioxo-2,3,5,7,8,9-hexahydroazepino[3,4-f]isoindole-6(1H)-carboxylate